3-(4-(4-(2-(4-(4-((5-(2,4-difluoro-5-methylphenyl)imidazo[1,2-a]pyrazin-8-yl)amino)-1H-pyrazol-1-yl)piperidin-1-yl)ethyl)piperazin-1-yl)phenyl)piperidine-2,6-dione FC1=C(C=C(C(=C1)F)C)C1=CN=C(C=2N1C=CN2)NC=2C=NN(C2)C2CCN(CC2)CCN2CCN(CC2)C2=CC=C(C=C2)C2C(NC(CC2)=O)=O